3-[4-(1-tert-butoxycarbonylpyrazol-4-yl)-2-methyl-phenoxy]-6-(trifluoromethyl)pyridazine-4-carboxylic acid methyl ester, lithium salt [Li].COC(=O)C1=C(N=NC(=C1)C(F)(F)F)OC1=C(C=C(C=C1)C=1C=NN(C1)C(=O)OC(C)(C)C)C